naphthalene-1,8-dicarboxylic acid C1(=CC=CC2=CC=CC(=C12)C(=O)O)C(=O)O